C(C)(C)C=1C=2N(C(=CC1)O[C@H](C(F)(F)F)C)N=C(N2)NC2C1CN(CC2CC1)C1=CN=NC(=C1)OC 8-isopropyl-N-((8endo)-3-(6-methoxypyridazin-4-yl)-3-azabicyclo[3.2.1]octan-8-yl)-5-(((S)-1,1,1-trifluoropropan-2-yl)oxy)-[1,2,4]triazolo[1,5-a]pyridin-2-amine